C1(CC1)C1=CC(=C(C(=C1)C)N1N=C2C(N=C(NC2=O)N2CCCC2)=N1)C 2-(4-cyclopropyl-2,6-dimethyl-phenyl)-5-pyrrolidin-1-yl-6H-triazolo[4,5-d]pyrimidin-7-one